Br.C(=O)(O)C1=CC=C(OC2=C(C(=CC=C2)C2=CC=C(C=C2)OC2=CC=C(C=C2)C(=O)O)CN)C=C1 3,4'-bis(4-carboxyphenoxy)biphenylMethylamine Hydrobromide